[Ca+2].ON[C@@H](CCSC)C(=O)[O-].ON[C@@H](CCSC)C(=O)[O-] hydroxymethionine calcium salt